tert-butyl 3-(5-(3'-chloro-5-fluoro-2-hydroxy-4'-(3-methyl-2-oxo-2,3-dihydro-1H-imidazol-1-yl)-[1,1'-biphenyl]-3-yl)pyridin-3-yl)-3,8-diazabicyclo[3.2.1]octane-8-carboxylate ClC=1C=C(C=CC1N1C(N(C=C1)C)=O)C1=C(C(=CC(=C1)F)C=1C=C(C=NC1)N1CC2CCC(C1)N2C(=O)OC(C)(C)C)O